ClC=1C(=C(C=CC1)C(C(=O)OC)=O)COC methyl 2-[3-chloro-2-(methoxymethyl) phenyl]-2-oxo-acetate